[N+](=O)([O-])C=1C=C(C=CC1)C=1N=C(SC1)C=1N=C(SC1)N (3-Nitrophenyl)-[2,4'-bithiazole]-2'-amine